C[SiH](C)[Ti](NC1CCCCCCCCCCC1)C1(C(=C(C(=C1)C)C)C)C dimethylsilyl-(tetramethylcyclopentadienyl)(cyclododecylamino)titanium